(S)-5-chloro-2-methoxycarbonyl-2-hydroxy-1-indanone ClC=1C=C2C[C@@](C(C2=CC1)=O)(O)C(=O)OC